N=1C2=C(C=C(CC1)C(=O)O)C=CC=C2 3H-benzo[b]azepine-4-carboxylic acid